(2-formyl-3-hydroxyphenyl)methyl N-{5-[(1S,3R)-3-[(isopropylcarbamoyl)oxy]cyclopentyl]-1H-pyrazol-3-yl}carbamate C(C)(C)NC(=O)O[C@H]1C[C@H](CC1)C1=CC(=NN1)NC(OCC1=C(C(=CC=C1)O)C=O)=O